N7-(2-{4-[3-fluoro-5-({2-[(2H3)methyloxy](2H4)ethyl}oxy)pyridin-2-yl]piperazin-1-yl}ethyl)-N7-methyl-2-(1,3-oxazol-2-yl)[1,2,4]triazolo[1,5-c]pyrimidine-5,7-diamine FC=1C(=NC=C(C1)OC(C(OC([2H])([2H])[2H])([2H])[2H])([2H])[2H])N1CCN(CC1)CCN(C1=CC=2N(C(=N1)N)N=C(N2)C=2OC=CN2)C